C1(=C(C=CC=C1)C1=CNC2=CC=C(C=C12)C(=O)O)C 3-(o-tolyl)-1H-indole-5-carboxylic acid